C(CCCCCCC\C=C/C\C=C/CCCCC)OCC(COC(CN(C)C)=O)OCCCCCCCC\C=C/C\C=C/CCCCC 1,2-Di-linoleyloxy-3-(dimethylamino)acetoxypropane